N-(1-(2-methoxyethyl)-2-oxopyrrolidin-3-yl)-2-methyl-5-((4-methylthiazol-5-yl)methoxy)benzofuran COCCN1C(C(CC1)N1CSC(=C1C)COC=1C=CC2=C(C=C(O2)C)C1)=O